Methyl 3-((3-(2-(((tert-butoxycarbonyl)amino)methyl)pyridin-4-yl)thieno[3,2-b]pyridin-5-yl)amino)-1-methyl-1H-pyrazole-4-carboxylate C(C)(C)(C)OC(=O)NCC1=NC=CC(=C1)C1=CSC=2C1=NC(=CC2)NC2=NN(C=C2C(=O)OC)C